C1(=CC=CC=C1)C1(C(C=CC=C1)(OCC)C1=CC=CC=C1)C1=CC=CC=C1 1,2-diphenyl-2-ethoxy-biphenyl